butyl-5-((5-(chloromethyl)-2-methoxyphenyl)thio)-6-methylpyrimidine-2,4-diamine C(CCC)NC1=NC(=C(C(=N1)N)SC1=C(C=CC(=C1)CCl)OC)C